N1(C=NC=C1)CC1=CC(=C2CCN(C(C2=C1)=O)C1=NC2=C(C=C(C=C2C=C1)CC)C(=O)NCCN(C)C)C=1C(=NN(C1)C)C(F)(F)F (7-((1H-imidazol-1-yl)methyl)-5-(1-methyl-3-(trifluoromethyl)-1H-pyrazol-4-yl)-1-oxo-3,4-dihydroisoquinolin-2(1H)-yl)-N-(2-(dimethylamino)ethyl)-6-ethylquinoline-8-carboxamide